(R)-4'-(4-aminopiperidin-1-yl)-2'-fluoro-N-((5-fluoro-2-hydroxyphenyl)(1H-indole-2-yl)methyl)-5-methyl-[1,1'-biphenyl]-3-carboxamide NC1CCN(CC1)C1=CC(=C(C=C1)C1=CC(=CC(=C1)C)C(=O)N[C@@H](C=1NC2=CC=CC=C2C1)C1=C(C=CC(=C1)F)O)F